para-(tert-butyl)styrene C(C)(C)(C)C1=CC=C(C=C)C=C1